N-[5-[5-methylbenzothien-2-yl]-[1,2,4]triazolo[1,5-a]pyridin-2-yl]cyclopropanecarboxamide CC=1C=CC2=C(C=C(S2)C2=CC=CC=3N2N=C(N3)NC(=O)C3CC3)C1